N'-(2-ethyl-5-fluoro-4-hydroxy-phenyl)-6-(6-methoxy-4-methyl-3-pyridyl)-4-[[[(R)-pyrrolidin-2-yl]methyl]amino]pyrrolo[1,2-b]pyridazine-3-carboxamidine C(C)C1=C(C=C(C(=C1)O)F)N=C(N)C1=C(C=2N(N=C1)C=C(C2)C=2C=NC(=CC2C)OC)NC[C@@H]2NCCC2